C(C1=CC=CC=C1)OCC1CC(C(O1)O)F 5-(benzyloxymethyl)-3-fluorotetrahydrofuran-2-ol